2-fluoro-N-(1-(4-fluoro-1H-indol-3-yl)propan-2-yl)-2-methylpropan-1-amine FC(CNC(CC1=CNC2=CC=CC(=C12)F)C)(C)C